C(C)(C)(C)[C@](C(=O)O)(C(C)C)NC(CNC(CN)=O)=O (S)-tert-butyl-2-(2-(2-aminoacetamido)acetamido)-3-methylbutanoic acid